NC1=C2NC(N(C2=NC(=N1)[P@](=O)(C)CC)CC=1C=NC(=CC1)NCCN(C)C)=O 6-Amino-9-[[6-[2-(dimethylamino)ethylamino]-3-pyridyl]methyl]-2-[(S)-ethyl(methyl)phosphoryl]-7H-purin-8-one